4-[(2,6-difluoro-benzyl)amino]-2-[[1-(2-(dimethyl-amino)ethylthio-ethyl)-1H-pyrazol-4-yl]amino]pyrimidin-5-carboxamide FC1=C(CNC2=NC(=NC=C2C(=O)N)NC=2C=NN(C2)CCSCCN(C)C)C(=CC=C1)F